FC=1C=C(OC2=CC=C(C=C2)NC(OCC=2C(=C3C(N(CC3=CC2)C2C(NC(CC2)=O)=O)=O)OCC(C)(C)O)=O)C=CC1F [2-(2,6-dioxopiperidin-3-yl)-4-(2-hydroxy-2-methylpropoxy)-3-oxo-2,3-dihydro-1H-isoindol-5-yl]methyl N-[4-(3,4-difluorophenoxy)phenyl]carbamate